methyl 2-([1-[2-(azetidin-1-yl)phenyl]-5-(3-cyclobutoxyphenyl)-1H-pyrazol-3-yl]methoxy)-2-methylpropanoate N1(CCC1)C1=C(C=CC=C1)N1N=C(C=C1C1=CC(=CC=C1)OC1CCC1)COC(C(=O)OC)(C)C